C1(CCCCC1)N(C(CCN1C(=NC2=C1C=CC(=C2)C2CC2)[C@@H]2CC[C@H](CC2)CC)=O)CC N-cyclohexyl-3-[5-cyclopropyl-2-(trans-4-ethylcyclohexyl)-1H-benzimidazol-1-yl]-N-ethylpropanamide